N-(3-(2-(bicyclo[1.1.1]pentan-1-yl)-5-(2-((2,2-dioxido-2-thiaspiro[3.3]-heptan-6-yl)amino)pyrimidin-4-yl)thiazol-4-yl)-2-fluorophenyl)acetamide C12(CC(C1)C2)C=2SC(=C(N2)C=2C(=C(C=CC2)NC(C)=O)F)C2=NC(=NC=C2)NC2CC1(CS(C1)(=O)=O)C2